ethyl 3-(((2R)-2-(((2-(2,6-dioxopiperidin-3-yl)-1-oxoisoindolin-5-yl) oxy) methyl) piperidin-1-yl) methyl)-1H-indazole-4-carboxylate O=C1NC(CCC1N1C(C2=CC=C(C=C2C1)OC[C@@H]1N(CCCC1)CC1=NNC=2C=CC=C(C12)C(=O)OCC)=O)=O